FCS(=O)(=O)N[C@@H]1[C@@H](N([C@@H](C1)C)C(=O)OC)CO[C@@H]1C[C@@H]2C[C@@]2(CC1)C1=NC=C(C=N1)F methyl (2R,3S,5R)-3-((fluoromethyl)sulfonamido)-2-((((1S,3S,6R)-6-(5-fluoropyrimidin-2-yl)bicyclo[4.1.0]heptan-3-yl)oxy)methyl)-5-methylpyrrolidine-1-carboxylate